(R)-(2-Methyloxetan-2-yl)methylamine C[C@]1(OCC1)CN